4-((aminopentyl)amino)-2-(2,6-dioxopiperidin-3-yl)isoindoline NCCCCCNC1=C2CN(CC2=CC=C1)C1C(NC(CC1)=O)=O